C12CN(CC(O1)C2)CCCCCC2=C1C(N(C(=NC1=CC=C2)C)C2C(NC(CC2)=O)=O)=O 3-(5-(5-(6-oxa-3-azabicyclo[3.1.1]heptane-3-yl)pentyl)-2-methyl-4-oxoquinazoline-3(4H)-yl)piperidine-2,6-dione